C(C)(C)(C)OC(=O)N1CC(C1)(C)C1=CC2=C(N=CN=C2Cl)N(C1=O)C 3-{4-chloro-8-methyl-7-oxo-7H,8H-pyrido[2,3-d]Pyrimidin-6-yl}-3-methylazetidine-1-carboxylic acid tert-butyl ester